ClC1=C2C(=NC=C1OC=1C=NN3C1C(=NC=C3)NC)N=C(N2C)NC2=CC(=CC(=C2)C(F)(F)F)OC[C@@H]2N(CCC2)C (R)-7-chloro-1-methyl-6-((4-(methylamino)pyrazolo[1,5-a]pyrazin-3-yl)oxy)-N-(3-((1-methylpyrrolidin-2-yl)methoxy)-5-(trifluoromethyl)phenyl)-1H-imidazo[4,5-b]pyridin-2-amine